CP(C1=C2N=CC=NC2=CC=C1NC=1C2=C(N=C(N1)NC1=CC(=C(C=3OCCOC31)N3CCOCC3)C=3C=NN(C3)C)NC=C2)(C)=O dimethyl-(6-((2-((7-(1-methyl-1H-pyrazol-4-yl)-8-morpholino-2,3-dihydrobenzo[b][1,4]dioxin-5-yl)amino)-7H-pyrrolo[2,3-d]pyrimidin-4-yl)amino)quinoxalin-5-yl)phosphine oxide